2-[[3-[(3R,4R)-4-Methoxytetrahydrofuran-3-yl]oxy-1-methyl-pyrazol-4-yl]amino]-7-[(3R,4R)-4-methyltetrahydrofuran-3-yl]pyrrolo[2,3-d]pyrimidine-6-carbonitrile CO[C@H]1[C@@H](COC1)OC1=NN(C=C1NC=1N=CC2=C(N1)N(C(=C2)C#N)[C@H]2COC[C@@H]2C)C